((1R,5S,6s)-6-((4-(2-aminopropan-2-yl)-6-(4-(trifluoromethyl)piperidin-1-yl)pyridin-2-yl)oxy)-3-azabicyclo[3.1.0]hexan-3-yl)(1-methyl-3-(thiazol-4-yl)-1H-pyrazol-5-yl)methanone NC(C)(C)C1=CC(=NC(=C1)N1CCC(CC1)C(F)(F)F)OC1[C@@H]2CN(C[C@H]12)C(=O)C1=CC(=NN1C)C=1N=CSC1